3-[[2-[2-[2-[2-[2-(methylamino)ethoxy]ethoxy]ethoxy]ethoxy]ethoxy]ethoxy]propan-1-ol CNCCOCCOCCOCCOCCOCCOCCCO